N-methyl-N-(m-tolyl)-1-(p-tolyl)-1H-1,2,4-triazole-3-carboxamide CN(C(=O)C1=NN(C=N1)C1=CC=C(C=C1)C)C=1C=C(C=CC1)C